C1(CC1)C[C@@H](C(=O)OCC1=C(C=CC=C1)[N+](=O)[O-])NC(C[C@H]1N(C(CC1)=O)CC1=C(C(=CC(=C1)F)F)F)=O 2-Nitrobenzyl (S)-3-cyclopropyl-2-(2-((S)-5-oxo-1-(2,3,5-trifluorobenzyl)pyrrolidin-2-yl)acetamido)propanoate